FC1=C(C(=CC=C1)F)N1N=C(C=CC1=O)C(=O)NC1=C(C2=C(N(N=N2)C(C)C)C=C1)N1CC2(CC2)[C@H](C1)NC(=O)OC(C)(C)C 2-methylpropan-2-yl {[(7R)-5-[5-({[1-(2,6-difluorophenyl)-6-oxo-1,2-diazin-3-yl] carbonyl}amino)-1-(prop-2-yl)benzo[d][1,2,3]triazol-4-yl]-5-azaspiro[2.4]heptan-7-yl]amino}methanoate